(3R,4R,5R)-3-amino-4,5-dimethyl-heptanoic acid N[C@H](CC(=O)O)[C@@H]([C@@H](CC)C)C